NC=1CCC([C@@](N1)(CF)C=1C=C(C=CC1F)NC(=O)C=1N=C(OC1)C)(F)F (S)-N-(3-(6-amino-3,3-difluoro-2-(fluoromethyl)-2,3,4,5-tetrahydropyridin-2-yl)-4-fluorophenyl)-2-methyl-oxazole-4-carboxamide